Cl.ClC1=C2CCN[C@@H](C2=C(C(=C1)F)OCC=1N=NN(C1)C)CN1CC2(CC2)CC1=O (S)-5-((5-chloro-7-fluoro-8-((1-methyl-1H-1,2,3-triazol-4-yl)methoxy)-1,2,3,4-tetrahydroisoquinolin-1-yl)methyl)-5-azaspiro[2.4]heptane-6-one hydrochloride